IC1=CC(=CC=C1)OC 1-iodo-3-methoxybenzene